CC(C(=O)C1=CC=CC=C1)CC1OC(OCC1)CCC1=CC=CC=C1 (+-)-2-methyl-3-(2-phenethyl-1,3-dioxan-4-yl)-1-phenylpropan-1-one